methyl 5-hydroxy-2-morpholino-1,7-naphthyridine-6-carboxylate OC1=C2C=CC(=NC2=CN=C1C(=O)OC)N1CCOCC1